N1(N=CC2=CC=CC=C12)C1=NC(=NC(=C1)N1CCOCC1)OCC(CO)O 3-((4-(1H-indazol-1-yl)-6-morpholinopyrimidin-2-yl)oxy)propane-1,2-diol